ClC1=CC2=C(N=C(N=C2OCOCC[Si](C)(C)C)C2=CC=NC=C2)C=N1 6-chloro-2-(pyridin-4-yl)-4-((2-(trimethylsilyl)ethoxy)methoxy)pyrido[3,4-d]pyrimidine